Cl.CN1NC2=C(C=NC=C2C(=O)O)C1=C=O 2-methyl-3-carbonyl-pyrazolo[4,3-c]pyridine-7-carboxylic acid hydrochloride